N-ethyl-5-fluoro-2-((5-(2-((3R)-6-((3-hydroxy-2-methoxypropyl)(methyl)amino)-2-methylhexan-3-yl)-2,6-diazaspiro[3.4]octan-6-yl)-1,2,4-triazin-6-yl)oxy)-N-isopropylbenzamide C(C)N(C(C1=C(C=CC(=C1)F)OC1=C(N=CN=N1)N1CC2(CN(C2)[C@@H](C(C)C)CCCN(C)CC(CO)OC)CC1)=O)C(C)C